C1(=CC=C(C=C1)C1=C2C(=NNC2=CC=C1)C(=O)NCC=1C=C(C(=O)O)C=CC1)C=1CCCCC1 3-((4-(2',3',4',5'-tetrahydro-[1,1'-biphenyl]-4-yl)-1H-indazole-3-carboxamido)methyl)benzoic acid